titanium-tin [Sn].[Ti]